BrC=1C=C(C=CC1)C1(CC(C1)CC)C(=O)O 1-(3-bromophenyl)-3-ethylcyclobutane-1-carboxylic acid